CNCCCC=1SC=CC1 N-methyl-3-(thiophen-2-yl)propan-1-amine